5-(6,8-difluoro-1,2,3,4-tetrahydroisoquinolin-7-yl)-3-(2-methyl-1-carbonyl-1,2,3,4-tetraHydroisoquinolin-7-yl)-1H-indAzole-6-carbonitrile FC=1C=C2CCNCC2=C(C1C=1C=C2C(=NNC2=CC1C#N)C1=CC=C2CCN(C(C2=C1)=C=O)C)F